N-(4-(((R)-1-Hydroxy-4-methylpentan-2-yl)amino)-6-(2-(2,3,6-trifluorophenyl)propyl)-1,3,5-triazin-2-yl)methanesulfonamide OC[C@@H](CC(C)C)NC1=NC(=NC(=N1)CC(C)C1=C(C(=CC=C1F)F)F)NS(=O)(=O)C